di(2,4-di-tert-butyl-6-methylphenyl) chlorophosphite P(OC1=C(C=C(C=C1C)C(C)(C)C)C(C)(C)C)(OC1=C(C=C(C=C1C)C(C)(C)C)C(C)(C)C)Cl